thiomorpholine 1,1-dioxide N1CCS(CC1)(=O)=O